CC(C(CC)=O)(CC)C 4,4-dimethyl-3-hexanone